8-bromo-1,2,3,4-tetrahydrodibenzo[b,d]furan-4-ol BrC=1C=CC2=C(C3=C(O2)C(CCC3)O)C1